morpholino-1H-indazol O1CCN(CC1)N1N=CC2=CC=CC=C12